2-[(2Z)-2-(aminomethyl)-3-fluoroprop-2-en-1-yl]-4-{[5-(6-methoxypyridin-3-yl)thiophen-2-yl]methyl}-2,4-dihydro-3H-1,2,4-triazol-3-one hydrochloride Cl.NC/C(/CN1N=CN(C1=O)CC=1SC(=CC1)C=1C=NC(=CC1)OC)=C/F